N,N-dimethyl-N-pentyl-N-hexylammonium bis(trifluoromethanesulfonyl)imide salt [N-](S(=O)(=O)C(F)(F)F)S(=O)(=O)C(F)(F)F.C[N+](CCCCCC)(CCCCC)C